OC1=C(C(=CC(=C1)O)C)C(=O)N1CC2=CC=CC(=C2C1)NC (2,4-Dihydroxy-6-methylphenyl)(4-(methylamino)isoindolin-2-yl)methanone